(5R)-5-phenyl-6,7-dihydro-5H-pyrrolo[1,2-b][1,2,4]triazole-2-carboxylic acid C1(=CC=CC=C1)[C@H]1CCC=2N1N=C(N2)C(=O)O